(S)-3-(1-amino-5-(methylsulfonyl)-1,3-dihydro-spiro[indene-2,4'-piperidin]-1'-yl)-6-(2,3-dichlorophenyl)-5-methylpyrazine-2-carboxylic acid ethyl ester C(C)OC(=O)C1=NC(=C(N=C1N1CCC2(CC1)[C@@H](C1=CC=C(C=C1C2)S(=O)(=O)C)N)C)C2=C(C(=CC=C2)Cl)Cl